FC1=C(C=CC(=C1C(=O)C1=CNC2=NC=C(C=C21)C=2C=NC(=CC2)N2C[C@@H]1CCC[C@H](C2)N1)F)NS(=O)(=O)N1CCCC1 |r| N-[2,4-Difluoro-3-[5-[6-[rac-(1S,5R)-3,9-diazabicyclo[3.3.1]nonan-3-yl]-3-pyridyl]-1H-pyrrolo[2,3-b]pyridine-3-carbonyl]phenyl]pyrrolidine-1-sulfonamide